1-(2,4-dihydroxyphenyl)ethan-1-one Methyl-6-(3-(4-(hydroxymethyl)phenoxy)azetidin-1-yl)-[1,1'-biphenyl]-2-formate COC(=O)C=1C(=C(C=CC1)N1CC(C1)OC1=CC=C(C=C1)CO)C1=CC=CC=C1.OC1=C(C=CC(=C1)O)C(C)=O